3-isocyanato-1H-indole N(=C=O)C1=CNC2=CC=CC=C12